(trans-3-(5-cyclopropyl-4-(1-methyl-1H-pyrazolo[3,4-b]pyridin-6-yl)-1H-pyrazol-1-yl)cyclobutyl)methanamine C1(CC1)C1=C(C=NN1[C@@H]1C[C@H](C1)CN)C1=CC=C2C(=N1)N(N=C2)C